1,3-dinitropropane [N+](=O)([O-])CCC[N+](=O)[O-]